FC1=C(CS2C(C(C(C2CN(C)C)=O)C=2N=NC(=CC2)OC)=O)C(=CC=C1)F 1-(2,6-difluorobenzyl)-5-((dimethylamino)methyl)-3-(6-methoxypyridazin-3-yl)-2,4-dioxo-1,2,3,4-tetrahydrothiophene